O1C(=CC=C1)C1=NN2C(=NC3=C(C2=N1)C=NN3)N 2-(furan-2-yl)-7H-pyrazolo[4,3-e][1,2,4]-triazolo[1,5-c]pyrimidin-5-amin